CN(\C=C(\C(=O)OCC1=CC=CC=C1)/SC(F)(F)F)C benzyl (Z)-3-(dimethylamino)-2-(trifluoromethylsulfanyl)prop-2-enoate